cis-N-methoxy-N,2,6-trimethyl-1-(2,2,2-trifluoroethyl)piperidine-4-carboxamide CON(C(=O)C1CC(N(C(C1)C)CC(F)(F)F)C)C